FC=1C=C(C=C2C=CN(C(C12)=O)C1CCN(C2(CC2)C1)C(=O)OC(C)(C)C)C=1C=C(C=2N(C1)C=C(N2)C)F tert-butyl 7-(8-fluoro-6-{8-fluoro-2-methylimidazo[1,2-a]pyridin-6-yl}-1-oxoisoquinolin-2-yl)-4-azaspiro[2.5]octane-4-carboxylate